N-(2-{3-[(methylcarbamoyl)amino]phenyl}propan-2-yl)-1-pentyl-1H-indazole-3-carboxamide CNC(=O)NC=1C=C(C=CC1)C(C)(C)NC(=O)C1=NN(C2=CC=CC=C12)CCCCC